[N-]=C=O.C(C)C=1NC=C(N1)C 2-ethyl-4-methylimidazole isocyanate